F[C@]1(CN(CC[C@H]1O)C1=NC=CC(=N1)NC=1C=C2C(=CN=C(C2=CN1)N1CCS(CC1)(=O)=O)C(C)C)C 4-(6-((2-((3S,4R)-3-fluoro-4-hydroxy-3-methylpiperidin-1-yl)pyrimidin-4-yl)amino)-4-isopropyl-2,7-naphthyridin-1-yl)thiomorpholine 1,1-dioxide